4-hydroxy-3-(hydroxymethyl)butyl 4-(pyrrolidin-1-yl)butanoate N1(CCCC1)CCCC(=O)OCCC(CO)CO